ClC1=NC2=CC(=CC=C2C=C1C1CC(=NN1C(CCCC(=O)NCCN1CCOCC1)=O)C1=CC=C(C=C1)I)OCC 5-(5-(2-Chloro-7-ethoxyquinolin-3-yl)-3-(4-iodophenyl)-4,5-dihydro-1H-pyrazol-1-yl)-N-(2-morpholinoethyl)-5-oxopentanamide